5,10-methylenetetrahydrofolic acid C1N2C=3C(NC(=NC3NCC2CN1C1=CC=C(C(N[C@@H](CCC(=O)O)C(=O)O)=O)C=C1)N)=O